N-(2-aminoethyl)-2-[(2R)-4-(4-cyclopropyl-2-methylbenzoyl)-2-ethylpiperazin-1-yl]-5-(2-ethoxypyridin-3-yl)benzamide NCCNC(C1=C(C=CC(=C1)C=1C(=NC=CC1)OCC)N1[C@@H](CN(CC1)C(C1=C(C=C(C=C1)C1CC1)C)=O)CC)=O